ClC1=CC=C(S1)B(O)O 5-Chlorothiophene-2-boronic acid